1-(3-((2-amino-5-chloropyridin-3-yl)oxy)phenyl)-3-(4-chloro-3-(trifluoromethyl)phenyl)urea NC1=NC=C(C=C1OC=1C=C(C=CC1)NC(=O)NC1=CC(=C(C=C1)Cl)C(F)(F)F)Cl